(S)-4-(((4-((5-(1-(2-chlorophenyl)-2-(methoxy-d3)-2-oxoethyl)-4,5,6,7-Tetrahydrothieno[3,2-c]pyridin-2-yl)oxy)-4-oxobutyryl)oxy)methyl)-3-((nitrooxy)methyl)-1,2,5-oxadiazole 2-oxide ClC1=C(C=CC=C1)[C@@H](C(=O)OC([2H])([2H])[2H])N1CC2=C(CC1)SC(=C2)OC(CCC(=O)OCC=2C(=[N+](ON2)[O-])CO[N+](=O)[O-])=O